FC=1C(=C(C=C(C1)C1(CC1)C(F)(F)F)C(C(=O)O)N1C[C@@H](CC1)OCCCCCC1=NC=2NCCCC2C(=C1)OC)OC 2-(3-fluoro-2-methoxy-5-(1-(trifluoromethyl)cyclopropyl)phenyl)-2-((R)-3-((5-(4-methoxy-5,6,7,8-tetrahydro-1,8-naphthyridin-2-yl)pentyl)oxy)pyrrolidin-1-yl)acetic acid